2-[7-(hydroxymethyl)-4-isopropyl-1-oxo-pyrrolo[1,2-d][1,2,4]triazin-2-yl]-N-pyrimidin-4-yl-acetamide OCC=1C=C2N(C(=NN(C2=O)CC(=O)NC2=NC=NC=C2)C(C)C)C1